C(C)(C)(C)OC(=O)N1CC=2C=C(C=NC2CC1)C=1SC=CN1 3-(thiazol-2-yl)-7,8-dihydro-1,6-naphthyridine-6(5H)-carboxylic acid tert-butyl ester